3-chloro-4,6-dihydroxy-5-((2E,6E)-7-((2R,3S)-3-hydroxy-5,5-dimethyl-4-oxotetrahydrofuran-2-yl)-3-methylocta-2,6-dien-1-yl)-2-methylbenzaldehyde ClC=1C(=C(C=O)C(=C(C1O)C\C=C(\CC\C=C(/C)\[C@H]1OC(C([C@H]1O)=O)(C)C)/C)O)C